N-(5-(difluoromethoxy)-1H-pyrazol-3-yl)-6-(((1S,3R,4S)-quinuclidin-3-yl)oxy)pyrazin-2-amine FC(OC1=CC(=NN1)NC1=NC(=CN=C1)O[C@H]1CN2CCC1CC2)F